(2E,7E,9E)-11-hydroxy-N-(2-hydroxy-2-methylpropyl)-6-oxo-2,7,9-dodecatrienamide OC(/C=C/C=C/C(CC/C=C/C(=O)NCC(C)(C)O)=O)C